N-(4-(methylthio)-3-nitrophenyl)acetamide CSC1=C(C=C(C=C1)NC(C)=O)[N+](=O)[O-]